(2-bromo-1-naphthalenyl)boronic acid BrC1=C(C2=CC=CC=C2C=C1)B(O)O